2-[5-ethylsulfanyl-6-[3-methyl-6-(trifluoromethyl)imidazo[4,5-b]pyridin-2-yl]-3-pyridyl]-2-methyl-propanenitrile C(C)SC=1C=C(C=NC1C1=NC=2C(=NC=C(C2)C(F)(F)F)N1C)C(C#N)(C)C